COC1=C(CN2C(N=C(C3=C(C(=CC(=C23)F)F)F)N2C[C@@]3(CCC(C2)N3C(=O)OC(C)(C)C)C)=O)C=CC(=C1)OC Tert-butyl (1S)-3-(1-(2,4-dimethoxybenzyl)-5,6,8-trifluoro-2-oxo-1,2-dihydroquinazolin-4-yl)-1-methyl-3,8-diazabicyclo[3.2.1]octane-8-carboxylate